6-(2,4-dichlorophenyl)-5-(4-((1-(3-fluoropropyl)pyrrolidin-3-yl)methyl)phenyl)-7,8-dihydronaphthalene-2-carboxylic acid hydrochloride Cl.ClC1=C(C=CC(=C1)Cl)C1=C(C=2C=CC(=CC2CC1)C(=O)O)C1=CC=C(C=C1)CC1CN(CC1)CCCF